4-{4-[(5R)-5-(azidomethyl)-2-oxo-3-oxazolidinyl]phenyl}-3-morpholinone N(=[N+]=[N-])C[C@H]1CN(C(O1)=O)C1=CC=C(C=C1)N1C(COCC1)=O